CC1C=CC(C1C)=O 4,5-dimethyl-2-cyclopentenone